N1(N=CC=C1)C1=CC=C(C=C1)C1=NC(=CC(=N1)C(=O)NCC1=CC=C(C=C1)/C=C/C(=O)OC)C Methyl (E)-3-(4-((2-(4-(1H-Pyrazol-1-yl)phenyl)-6-methylpyrimidine-4-carboxamido)methyl)phenyl)acrylate